[Tb+3].[O-2].[Tb+3].[O-2].[O-2] terbium oxide, terbium salt